dimethylsilanediylbis(2-methyl-4-(4-tert-butylphenyl)indenyl)zirconium dichloride [Cl-].[Cl-].C[Si](=[Zr+2](C1C(=CC2=C(C=CC=C12)C1=CC=C(C=C1)C(C)(C)C)C)C1C(=CC2=C(C=CC=C12)C1=CC=C(C=C1)C(C)(C)C)C)C